C(C1=CC=CC=C1)OC1=NC(=CC=C1C1=NN(C2=CC(=CC=C12)OC1CCC2(CN(C2)C(=O)OC(C)(C)C)CC1)C)OCC1=CC=CC=C1 tert-butyl 7-((3-(2,6-bis(benzyloxy) pyridin-3-yl)-1-methyl-1H-indazol-6-yl) oxy)-2-azaspiro[3.5]nonane-2-carboxylate